(2S,4r)-N-[1-(5-bromo-2-pyridinyl)cyclobutyl]-1-[(2S)-2-(4-cyclopropyltriazol-1-yl)-3,3-dimethyl-butyryl]-4-hydroxy-pyrrolidine-2-carboxamide BrC=1C=CC(=NC1)C1(CCC1)NC(=O)[C@H]1N(C[C@@H](C1)O)C([C@H](C(C)(C)C)N1N=NC(=C1)C1CC1)=O